1-(2,2-difluorobenzo[d][1,3]dioxol-5-yl)-1H-imidazol-4-amine FC1(OC2=C(O1)C=CC(=C2)N2C=NC(=C2)N)F